[NH4+].CC(CC)(CCO)C dimethyl-2-hydroxyethylpropane ammonium